ClC1=C(C(C=NC2C(CCCC2)N=CC=2C(O)=C(C=C(C2)Cl)Cl)=CC(=C1)Cl)O (+)-N,N'-bis(3,5-dichlorosalicylidene)-1,2-cyclohexanediamine